(S)-N-(2-(2-cyano-4,4-difluoropyrrolidin-1-yl)-2-oxoethyl)-4-(4-fluorophenyl)-6-oxo-1,6-dihydropyridine-3-carboxamide C(#N)[C@H]1N(CC(C1)(F)F)C(CNC(=O)C1=CNC(C=C1C1=CC=C(C=C1)F)=O)=O